C(C)(=O)C=1SC(=C(N1)C)OC1=CC=C(C=C1)N1N=CN(C1=O)CC1=C(C=CC=C1F)F 2-(4-((2-acetyl-4-methylthiazol-5-yl)oxy)phenyl)-4-(2,6-difluorobenzyl)-2,4-dihydro-3H-1,2,4-triazol-3-one